(4-hydroxy-1,3-phenylene)dimethanol OC1=C(C=C(C=C1)CO)CO